(S)-3-(6-bromo-4-((3-(trifluoromethyl)phenyl)sulfonyl)-3,4-dihydro-2H-benzo[b][1,4]oxazin-2-yl)-2,2-dimethylpropionic acid BrC1=CC2=C(O[C@H](CN2S(=O)(=O)C2=CC(=CC=C2)C(F)(F)F)CC(C(=O)O)(C)C)C=C1